CC1(CN(CN1CCN1CCOCC1)CC1=NC(=NO1)C1=CC(=C(C=C1)OC1=C(C=CC=C1)S(=O)(=O)CC1COCC1)C(F)(F)F)C 5,5-dimethyl-1-(2-morpholinoethyl)-3-((3-(4-(2-(((tetrahydrofuran-3-yl)methyl)sulfonyl)phenoxy)-3-(trifluoromethyl)phenyl)-1,2,4-oxadiazol-5-yl)methyl)imidazolidine